methyl 2-{1-ethyl-6-formyl-1H-pyrrolo[2,3-b]pyridin-2-yl}-7-methoxy-1-methyl-1H-1,3-benzodiazole-5-carboxylate C(C)N1C(=CC=2C1=NC(=CC2)C=O)C2=NC1=C(N2C)C(=CC(=C1)C(=O)OC)OC